N[C@H](C(=O)O)CCCN(C(=O)C1CCCCC1)C (S)-2-amino-5-(N-methylcyclohexanecarboxamido)pentanoic acid